S(=O)(=O)(C1=CC=C(C)C=C1)OCCCCC[C@]12C[C@H](N([C@@H]2C1)C(=O)OC(C)(C)C)C(=O)OCC1=CC=CC=C1 (1R,3S,5R)-3-Benzyl 2-tert-Butyl 5-(5-(Tosyloxy)pentyl)-2-azabicyclo[3.1.0]hexane-2,3-dicarboxylate